O[C@@H]([C@@H](C(=O)O)NC([C@H](C)NC(CN1CCOCC1)=O)=O)C1=CC=C(C=C1)OC (2S,3r)-3-hydroxy-3-(4-methoxyphenyl)-2-((S)-2-(2-morpholinoacetamido)propionylamino)propionic acid